5-(3-(dimethylamino)acryloyl)-1-methylpiperidin-2-one CN(C=CC(=O)C1CCC(N(C1)C)=O)C